[1-13C]lysine 2HCl Cl.Cl.N[C@@H](CCCCN)[13C](=O)O